COC(=O)C1=NN2C(C(OCC2)C2=CC=CC=C2)=N1 8-phenyl-6,8-dihydro-5H-[1,2,4]triazolo[5,1-c][1,4]oxazine-2-carboxylic acid methyl ester